COC(=O)[C@H]1CN(CC1)CC1=CC=CC=C1.BrC=1C(=CC(=C(CO[Si](C)(C)C(C)(C)C)C1)F)C(F)(F)F ((5-bromo-2-fluoro-4-(trifluoromethyl)benzyl)oxy)(tert-butyl)dimethylsilane methyl-(R)-1-benzylpyrrolidine-3-carboxylate